tert-Butyl 4-(4-(2-((2-chloro-4-(trifluoromethyl)phenyl)amino)-2-oxoethyl)-5-ethyl-2-(1H-indol-2-yl)-7-oxo-4,7-dihydro-[1,2,4]triazolo[1,5-a]pyrimidin-6-yl)piperazine-1-carboxylate ClC1=C(C=CC(=C1)C(F)(F)F)NC(CN1C=2N(C(C(=C1CC)N1CCN(CC1)C(=O)OC(C)(C)C)=O)N=C(N2)C=2NC1=CC=CC=C1C2)=O